CS(=O)(=O)O.N1N=CC2=CC(=CC=C12)NC1=NC(=NC2=CC=CC=C12)C=1C=C(OCC(=O)NC(C)C)C=CC1 2-(3-{4-[(1H-indazol-5-yl)amino]quinazolin-2-yl}phenoxy)-N-(propan-2-yl)acetamide methanesulfonate salt